IC1=CC=C2C(=NN(C2=C1)C)N1C(NC(CC1)=O)=O 1-(6-Iodo-1-methyl-indazol-3-yl)hexahydropyrimidine-2,4-dione